O-(5,9,13,17-tetramethyl-octadec-4-enoyl)glycerol CC(=CCCC(=O)OCC(O)CO)CCCC(CCCC(CCCC(C)C)C)C